6-chloro-5-(2-chloro-acetyl)-indolone ClC=1C(=CC2=CC(N=C2C1)=O)C(CCl)=O